4-fluoro-5-methyl-5,6,7,8-tetrahydro-1,6-naphthyridine FC1=CC=NC=2CCNC(C12)C